NC1=NC=CC2=C(C=CC=C12)C1=CC2=C(N(N=C2C=C1OC)C1CCC1)COC1=C(C=CC=C1)CC(=O)O 2-(2-((5-(1-aminoisoquinolin-5-yl)-2-cyclobutyl-6-methoxy-2H-indazol-3-yl)methoxy)phenyl)acetic acid